4-carboxyazetidinone C(=O)(O)C1CC(N1)=O